O=C1N(C(C2=CC=CC=C12)=O)[C@@H]1CC([C@@H]2N1C=C(C1=CC=CC=C21)C(=O)OC)(C(=O)OC)C(=O)OC Trimethyl (3R,10bR)-3-(1,3-dioxoisoindolin-2-yl)-2,3-dihydropyrrolo[2,1-a]isoquinoline-1,1,6(10bH)-tricarboxylate